2-((2-hydroxyethyl)amino)-1-(5-nitrothiophen-2-yl)ethan-1-ol OCCNCC(O)C=1SC(=CC1)[N+](=O)[O-]